S1C(=NC=C1)CC[NH-] N-(thiazol-2-yl)ethylAmide